C1=CC=CC=2C3=CC=CC=C3C(C12)COC(=O)N[C@H](C(=O)O)CC=1C=NC(=CC1)NCCNC(=O)OC(C)(C)C (S)-2-((((9H-fluoren-9-yl)methoxy)carbonyl)amino)-3-(6-((2-((tert-butoxycarbonyl)amino)ethyl)amino)pyridin-3-yl)propanoic acid